ClC=1C=C(C=CC1F)NC1=NC=NC2=CC(=C(C=C12)O)OC 4-((3-chloro-4-fluorophenyl)amino)-7-methoxyquinazolin-6-ol